methyl 2-(naphthalen-1-yl)-1-oxo-5-(((trifluoromethyl)sulfonyl)oxy)-1,2,3,4-tetrahydroisoquinoline-7-carboxylate C1(=CC=CC2=CC=CC=C12)N1C(C2=CC(=CC(=C2CC1)OS(=O)(=O)C(F)(F)F)C(=O)OC)=O